(4-amino-7-fluoroimidazo[1,5-a]quinoxalin-8-yl)((4aS,9aR)-7-(difluoromethyl)-8-fluoro-2,3,9,9a-tetrahydroindeno[2,1-b][1,4]oxazin-4(4aH)-yl)methanone NC=1C=2N(C3=CC(=C(C=C3N1)F)C(=O)N1[C@@H]3[C@H](OCC1)CC=1C(=C(C=CC13)C(F)F)F)C=NC2